NC1=CC=C(C=C1)C=1C(=CC(NN1)=O)C (±)-6-(4-aminophenyl)-5-methylpyridazin-3(2H)-one